N1C(=NC2=C1C=CC=C2)C2=CC(=NN2)NC(=O)C=2C=NC(=CC2)N2CCN(CC2)C N-[5-(1H-benzimidazol-2-yl)-1H-pyrazol-3-yl]-6-(4-methylpiperazin-1-yl)pyridine-3-carboxamide